2,6-diaminopyrazine-1-oxide NC1=[N+](C(=CN=C1)N)[O-]